methyl (1R,2S,5S)-3-((S)-2-(cyclopropanecarboxamido)-2-cyclopropyl-acetyl)-6,6-dimethyl-3-azabicyclo[3.1.0]hexane-2-carboxylate C1(CC1)C(=O)N[C@H](C(=O)N1[C@@H]([C@H]2C([C@H]2C1)(C)C)C(=O)OC)C1CC1